2E-Decen C=CCCCCCCCC